Di-sodium malate C(C(O)CC(=O)[O-])(=O)[O-].[Na+].[Na+]